methylquinolinecarbonitrile CC=1C(=NC2=CC=CC=C2C1)C#N